7-(1-methyl-1H-pyrazol-5-yl)-2-(trifluoromethyl)-9H-Indeno[2,1-d]pyrimidin-9-one CN1N=CC=C1C1=CC=2C(C=3N=C(N=CC3C2C=C1)C(F)(F)F)=O